[Br-].C(C)N1CC=CC=C1 N-ethyl-pyridine bromide